C(C)C([C@H](C(=O)[O-])O)C (R)-3-ethylhydroxybutyrate